ClC1=NC(=NC(=N1)N(C(C)(CC(C)(C)C)C)C1CC(NC(C1)(C)C)(C)C)N(C(C)(CC(C)(C)C)C)C1CC(NC(C1)(C)C)(C)C 6-chloro-N2,N4-bis(2,2,6,6-tetramethylpiperidin-4-yl)-N2,N4-bis(2,4,4-trimethylpentan-2-yl)-1,3,5-triazine-2,4-diamine